6-(3,4-dichloro-phenyl)-pyrimidine-4-carboxylic acid [1-(3-oxo-3,4-dihydro-2H-benzo[1,4]oxazin-6-yl)-ethyl]-amide O=C1COC2=C(N1)C=C(C=C2)C(C)NC(=O)C2=NC=NC(=C2)C2=CC(=C(C=C2)Cl)Cl